C(C)N1C(CC(CC1)N1CC2=CC(=CC=C2C(C1)C)C(=O)NC=1C=NC=C(C1)C(F)(F)F)=O 2-(1-ethyl-2-oxo-4-piperidyl)-4-methyl-N-[5-(trifluoromethyl)-3-pyridyl]-3,4-dihydro-1H-isoquinoline-7-carboxamide